C(C1=CC=CC=C1)OC1=C(C(=NC(=C1)Cl)C)C1=NOC(=N1)C 3-(4-benzyloxy-6-chloro-2-methyl-3-pyridyl)-5-methyl-1,2,4-oxadiazole